C(C)OC(=O)C=1N(N=C2CCCCC12)CC 2-ethyl-4,5,6,7-tetrahydro-2H-indazole-3-carboxylic acid ethyl ester